3,9-dioxo-1,11-bis(2-thienyl)-2,10-bis(2-thienylmethyl)-4,8-dioxa-2,6,10-triaza-6-methyl-undecane O=C(N(CC=1SC=CC1)CC=1SC=CC1)OCN(COC(N(CC=1SC=CC1)CC=1SC=CC1)=O)C